Cl.NC[C@@H](C)S(=O)(=O)N (R)-(1-aminopropan-2-yl)sulfonamide hydrochloride